N'-((5-chloropyrazolo[1,5-a]pyridin-2-yl)methyl)-N-methylcyclopropanecarbohydrazide ClC1=CC=2N(C=C1)N=C(C2)CNN(C(=O)C2CC2)C